FC=1C(=CC(=C2C=C(NC12)C(=O)N1CCN(CC1)C1=NC=C(C=C1OC)F)B1OC(C(O1)(C)C)(C)C)C1=CCCN(C1)C(C)=O 1-[5-[7-fluoro-2-[4-(5-fluoro-3-methoxy-2-pyridyl)piperazine-1-carbonyl]-4-(4,4,5,5-tetramethyl-1,3,2-dioxaborolan-2-yl)-1H-indol-6-yl]-3,6-dihydro-2H-pyridin-1-yl]ethanone